C(C)C(COCC(CO)O)CCCC (3-[(2-ethylhexyl)oxy])1,2-propanediol